Sodium 2,3-bis(isobutyryloxy)propyl ((R)-2,3-bis(tetradecanoyloxy)propyl) phosphate P(=O)(OCC(COC(C(C)C)=O)OC(C(C)C)=O)(OC[C@@H](COC(CCCCCCCCCCCCC)=O)OC(CCCCCCCCCCCCC)=O)[O-].[Na+]